(E)-6-((4-bromophenyl)diazenyl)-8-methoxy-2H-chromene BrC1=CC=C(C=C1)/N=N/C=1C=C2C=CCOC2=C(C1)OC